2-{[6-hexyl-4-(pyridin-3-yloxy)quinolin-2-yl](methyl)amino}acetic acid C(CCCCC)C=1C=C2C(=CC(=NC2=CC1)N(CC(=O)O)C)OC=1C=NC=CC1